COC1=CC=C(C=C1)N1CCC(CC1)N1C(=NC=2C(=NC=CC21)C)C=2C(=NC=CN2)N 3-{1-[1-(4-methoxyphenyl)piperidin-4-yl]-4-methyl-1H-imidazo[4,5-c]pyridine-2-yl}pyrazin-2-amine